2-(12-Isopropyl-9-oxo-3-thia-1,10,11-triazatricyclo[6.4.0.02,6]dodeca-2(6),4,7,11-tetraen-10-yl)-N-(4-pyridinyl)acetamide C(C)(C)C1=NN(C(C2=CC=3C=CSC3N12)=O)CC(=O)NC1=CC=NC=C1